(E)-benzyl 5-(1-ethyl-1H-1,2,3-triazol-4-yl)pent-2-enoate C(C)N1N=NC(=C1)CC/C=C/C(=O)OCC1=CC=CC=C1